1-{5-[(R)-(1,3-Dimethyl-azetidin-3-yl)-hydroxy-(4-isopropyl-phenyl)-methyl]-pyridazin-3-yl}-4,4-dimethyl-pyrrolidin-2-one CN1CC(C1)(C)[C@@](C=1C=C(N=NC1)N1C(CC(C1)(C)C)=O)(C1=CC=C(C=C1)C(C)C)O